C12C(CC(C=C1)C2)COCCOCCOCCC2C([N+]1(CCC2CC1)C)(C)C 2-[2-[2-(2-bicyclo[2.2.1]hept-5-enylmethoxy)ethoxy]ethoxy]ethyltrimethylquinuclidinium